tert-butyl 9-[4-(2,6-dioxo-3-piperidyl)phenyl]-3,9-diazaspiro[5.5]undecane-3-carboxylate 3,9-diazaspiro[5.5]undecane-3-carboxylate C1CN(CCC12CCNCC2)C(=O)O.O=C2NC(CCC2C2=CC=C(C=C2)N2CCC1(CCN(CC1)C(=O)OC(C)(C)C)CC2)=O